COC(=O)CNCCC[Si](OCC)(OCC)C N-(methoxycarbonyl)methyl-3-aminopropyl-methyl-diethoxysilane